iron-sodium sulfite S(=O)([O-])[O-].[Na+].[Fe+2]